C(CCC(CC(C)O)O)O 1,4,6-heptanetriol